C(C)[C@H]1[C@H](NC([C@H]1F)=O)COC1=NC=CC2=CC(=C(C=C12)OC(C)C)C#N 1-(((2S,3S,4S)-3-ethyl-4-fluoro-5-oxopyrrolidin-2-yl)methoxy)-7-isopropoxyisoquinoline-6-carbonitrile